methyl 1-((tert-butoxycarbonyl)amino)cyclopropane-1-carboxylate C(C)(C)(C)OC(=O)NC1(CC1)C(=O)OC